4-[[(3R,4R)-1-(2-cyanoacetyl)-4-methyl-3-piperidinyl]-methyl-amino]pyrrolo[2,3-d]pyrimidine-7-carboxylic acid 4-piperidinyl ester hydrochloride Cl.N1CCC(CC1)OC(=O)N1C=CC2=C1N=CN=C2N(C)[C@H]2CN(CC[C@H]2C)C(CC#N)=O